(S)-1-(2-Chloro-5-iodopyrimidin-4-yl)piperidin-3-ol ClC1=NC=C(C(=N1)N1C[C@H](CCC1)O)I